3-[4-[1-[2-[1-[[2-fluoro-6-methoxy-4-(6-methyl-7-oxo-1H-pyrazolo[3,4-c]pyridin-4-yl)phenyl]methyl]-4-hydroxy-4-piperidyl]acetyl]-4-piperidyl]anilino]piperidine-2,6-dione FC1=C(C(=CC(=C1)C=1C2=C(C(N(C1)C)=O)NN=C2)OC)CN2CCC(CC2)(O)CC(=O)N2CCC(CC2)C2=CC=C(NC1C(NC(CC1)=O)=O)C=C2